ClC1=C(CN2CC(N(CC2)C2CCC23CCNCC3)C3=C(C=CC=C3)C(C)C)C=CC(=C1)OC (4-(2-chloro-4-methoxybenzyl)-2-(2-isopropylphenyl)piperazin-1-yl)-7-azaspiro[3.5]nonane